O1C(OCC1)C=1C=C(C=CC1OCC1=CC=C(C=C1)OC)CC(=O)O [3-(1,3-dioxolan-2-yl)-4-[(4-methoxyphenyl)methoxy]phenyl]acetic acid